1-[4-[4-(4,4,5,5-tetramethyl-1,3,2-dioxaborolan-2-yl)phenyl]phenyl]cyclopropanecarboxylate CC1(OB(OC1(C)C)C1=CC=C(C=C1)C1=CC=C(C=C1)C1(CC1)C(=O)[O-])C